FC=1C=C(C=CC1F)C=1C=C2C(=NC1)N(CN2CC2=CC=NC=C2)C 6-(3,4-difluorophenyl)-3-methyl-1-(4-pyridylmethyl)imidazo[4,5-b]Pyridine